4-chloro-6-(5-oxo-4,5-dihydro-1,3,4-thiadiazol-2-yl)benzo[d]thiazol-2(3H)-one ClC1=CC(=CC2=C1NC(S2)=O)C=2SC(NN2)=O